BrC1=CC(=C(C=C1)CC(OC)(OC)OC)F 4-bromo-2-fluoro-1-(2,2,2-trimethoxyethyl)benzene